C(=O)(OC(C)(C)C)N1CC(NC(C1)C)C 1-boc-3,5-dimethylpiperazine